CC(C)C1=CC=C(C=C1)NC(=O)N1[C@H](CCC1)C(=O)NC1=CC=C(C=C1)C1=CC(=CC=C1)C(=O)OC methyl 4'-[(1-{[4-(propan-2-yl)phenyl]carbamoyl}-D-prolyl)amino][1,1'-biphenyl]-3-carboxylate